O1C(CC1)NC=C oxetan-2-yl-vinylamine